6-cyclopropyl-4-methylpyridine-2(1H)-thione C1(CC1)C1=CC(=CC(N1)=S)C